N1=CC=CC2=CC=C3C=CC=NC3=C12 (E)-1,10-phenanthroline